BrC=1C=C(C=CC1)C1=C(C=C(C(=C1)Cl)Cl)NS(=O)(=O)C1=CC=C(C=C1)C N-(3'-bromo-4,5-dichloro-[1,1'-biphenyl]-2-yl)-4-methylbenzenesulfonamide